[Si](C)(C)(C(C)(C)C)O[C@H]1[C@](C[C@@H]([C@H]1O)CO)(C#N)N1C(NC(C=C1)=O)=O (1S,2S,3R,4R)-2-((tert-Butyldimethylsilyl)oxy)-1-(2,4-dioxo-3,4-dihydropyrimidin-1(2H)-yl)-3-hydroxy-4-(hydroxymethyl)cyclopentane-1-carbonitrile